CN1N=C(C2=CC(=CC=C12)CNS(=O)=O)C N-(1,3-dimethyl-1H-indazol-5-yl)methylsulfonamide